N'-{(6R)-2-[4-(2,6-difluorophenyl)-6-methyl[1,2]oxazolo[4,5-c]pyridin-3-yl]-7,7-difluoro-3-oxo-2,5,6,7-tetrahydro-3H-pyrrolo[1,2-c]imidazol-6-yl}-N,N-dimethylsulfuric diamide FC1=C(C(=CC=C1)F)C1=NC(=CC2=C1C(=NO2)N2C(N1C(=C2)C([C@@H](C1)NS(N(C)C)(=O)=O)(F)F)=O)C